methyl-o-benzoylbenzoate (methyl 2-benzoylbenzoate) CC=1C(=C(C(=O)O)C=CC1)C(C1=CC=CC=C1)=O.COC(C1=C(C=CC=C1)C(C1=CC=CC=C1)=O)=O